ClC1=C(C=CC(=C1)F)C1=CC(OC2=CC(=CC=C12)OC(C(=O)N1CC(CCC1)(C(=O)O)C)C)=O 1-[2-[4-(2-chloro-4-fluoro-phenyl)-2-oxo-chromen-7-yl]oxypropanoyl]-3-methyl-piperidine-3-carboxylic acid